N1(CN(CN(C1)C(CNS(=O)(=O)C=C)=O)C(CNS(=O)(=O)C=C)=O)C(CNS(=O)(=O)C=C)=O N,N',N''-((1,3,5-Triazinane-1,3,5-triyl)tris(2-oxoethane-2,1-diyl))triethenesulfonamide